OC1=CC=C(C=C1)C1=CC(=C2C=NNC2=C1)OC1CC(C1)C(C(=O)N)=CC (3-((6-(4-hydroxyphenyl)-1H-indazole-4-yl)oxy)cyclobutyl)but-2-enamide